C(#N)[C@H](C[C@H]1C(NCC1)=O)NC(=O)[C@@H]1[C@H]2C([C@H]2CN1C([C@H](C(C)(C)C)NC(=O)C1CCCC1)=O)(C)C (1R,2S,5S)-N-((S)-1-cyano-2-((S)-2-oxopyrrolidin-3-yl)ethyl)-3-((S)-2-(cyclopentanecarboxamido)-3,3-dimethylbutyryl)-6,6-dimethyl-3-azabicyclo[3.1.0]Hexane-2-carboxamide